benzyl (2S)-4-(7-(8-chloro-3,4-dihydroquinolin-1(2H)-yl)-2-(3-(dimethylamino)azetidin-1-yl)-5,6,7,8-tetrahydroquinazolin-4-yl)-2-(cyanomethyl)piperazine-1-carboxylate ClC=1C=CC=C2CCCN(C12)C1CCC=2C(=NC(=NC2C1)N1CC(C1)N(C)C)N1C[C@@H](N(CC1)C(=O)OCC1=CC=CC=C1)CC#N